CC(C(=O)OCC)(C)C1=NC=C(C=N1)CC=O ethyl 2-methyl-2-(5-(2-oxoethyl)pyrimidin-2-yl)propanoate